C(C)(=O)OC1=C(C=C(C=C1)\C=C\C(=O)OCC1=CC=C(C=C1)C)OC(C)=O (E)-4-(3-((4-methylbenzyl) oxy)-3-oxoprop-1-en-1-yl)-1,2-phenylene diacetate